C1(=C(C=CC=C1)C)C(C1CO1)OC(C1CO1)C1=C(C=CC=C1)C (o-cresyl-glycidyl)ether